ClC=1C=NN2C1N=CC1=C2C(CN1)(C(F)(F)F)C 3-chloro-8-methyl-8-(trifluoromethyl)-7,8-dihydro-6H-pyrazolo[1,5-a]pyrrolo[2,3-e]pyrimidine